1-[(3S)-3-[4-amino-3-[2-(3,5-dimethoxyphenyl)ethynyl]-1H-pyrazolo[3,4-d]pyrimidin-1-yl]-1-pyrrolidinyl]-2-propen-1-one NC1=C2C(=NC=N1)N(N=C2C#CC2=CC(=CC(=C2)OC)OC)[C@@H]2CN(CC2)C(C=C)=O